1-(3-(2-methoxyethyl)-4-oxo-3,4-dihydroquinazolin-7-yl)-3-(4-methoxyphenyl)urea COCCN1C=NC2=CC(=CC=C2C1=O)NC(=O)NC1=CC=C(C=C1)OC